Methyl 5-bromo-1-methyl-1H-pyrrolo[2,3-c]pyridine-2-carboxylate BrC=1C=C2C(=CN1)N(C(=C2)C(=O)OC)C